(5-aminopyridin-3-yl)boric acid NC=1C=C(C=NC1)OB(O)O